1,4-Butanediol bis(2-mercaptoacetate) SCC(=O)OCCCCOC(CS)=O